(S)-4-(tert-butoxycarbonyl)-3-(cyanomethyl)piperazine C(C)(C)(C)OC(=O)N1[C@H](CNCC1)CC#N